(1R,2R)-2-[tert-butyl(dimethyl)silyl]-oxycyclopropanamine [Si](C)(C)(C(C)(C)C)O[C@H]1[C@@H](C1)N